C(C1=CC=CC=C1)OC([C@H](CC(C)C)NC(=O)N[C@@H](CCC(=O)[O-])C(=O)[O-])=O (((S)-1-(benzyloxy)-4-methyl-1-oxopentan-2-yl)carbamoyl)-L-glutamate